N-[1-[(1S,2R)-2-fluorocyclopropyl]-2-oxo-3-pyridyl]-6-isopropoxy-2-(1-methyl-2-oxabicyclo[2.1.1]hexan-4-yl)pyrazolo[3,4-b]pyridine-5-carboxamide F[C@H]1[C@H](C1)N1C(C(=CC=C1)NC(=O)C1=CC=2C(N=C1OC(C)C)=NN(C2)C21COC(C2)(C1)C)=O